BrC1=CC(=C(C=C1)C(C#N)(C)C)F 2-(4-bromo-2-fluoro-phenyl)-2-methyl-propionitrile